C(CNC(CS(=O)(=O)C=C)=O)NC(CS(=O)(=O)C=C)=O N,N'-ethylenebis[2-(vinyl-sulfonyl)acetamide]